C1(CCCCC1)N1N=CC(=C1)C1=NN2C(C(N1C(C)C)=O)=NC=C2C=2C=NN(C2)C2OCCCC2 2-(1-Cyclohexyl-1H-pyrazol-4-yl)-3-isopropyl-7-(1-(tetrahydro-2H-pyran-2-yl)-1H-pyrazol-4-yl)imidazo[2,1-f][1,2,4]triazin-4(3H)-one